N-(1-methyl-6-(4-(trifluoromethoxy)phenyl)-1H-pyrazolo[3,4-d]pyrimidin-4-yl)-5-nitrothiophene-2-carboxamide CN1N=CC=2C1=NC(=NC2NC(=O)C=2SC(=CC2)[N+](=O)[O-])C2=CC=C(C=C2)OC(F)(F)F